(S)-1-[(S)-2-cyclohexyl-2-((S)-2-methylamino-propionylamino)-acetyl]-pyrrolidine-2-carboxylic acid (2-oxazol-2-yl-4-phenyl-thiazol-5-yl)-amide O1C(=NC=C1)C=1SC(=C(N1)C1=CC=CC=C1)NC(=O)[C@H]1N(CCC1)C([C@@H](NC([C@H](C)NC)=O)C1CCCCC1)=O